(S)-N-(3-(5-chloro-2-methoxyphenyl)-1-(2-hydroxy-3-(pyrrolidin-1-yl)propyl)-1H-pyrazol-4-yl)pyrazolo[1,5-a]pyrimidine-3-carboxamide ClC=1C=CC(=C(C1)C1=NN(C=C1NC(=O)C=1C=NN2C1N=CC=C2)C[C@H](CN2CCCC2)O)OC